C(C)NCC.[Li] lithium diethylamine salt